CC1=C(C=C(C=C1)C)C=1C(NC2(C1OCCCCCCC(=O)NC1=C3C(N(C(C3=CC=C1)=O)C1C(NC(CC1)=O)=O)=O)CCC(CC2)OC)=O 7-{[3-(2,5-dimethylphenyl)-8-methoxy-2-oxo-1-azaspiro[4.5]dec-3-en-4-yl]oxy}-N-[2-(2,6-dioxopiperidin-3-yl)-1,3-dioxoisoindol-4-yl]heptanamide